C(C)(C)(C)OC(=O)N1[C@@H](CCC1)[C@@H](O)C#N (S)-2-((R)-cyano(hydroxy)methyl)pyrrolidine-1-carboxylic acid tert-butyl ester